FC(C1=CC=2N(C=C1)C=CN2)(F)F 7-(trifluoromethyl)imidazo[1,2-a]pyridine